N-(1-(4-chlorobenzyl)-1H-indazol-3-yl)-3-(pyridin-3-yl)-propanamide ClC1=CC=C(CN2N=C(C3=CC=CC=C23)NC(CCC=2C=NC=CC2)=O)C=C1